1-(5-(4-amino-1-(2-hydroxyethyl)-1H-pyrazolo[3,4-d]pyrimidin-3-yl)-4-fluoroindolin-1-yl)-2-(2-fluoro-5-(tri-fluoromethyl)phenyl)-ethan-1-one NC1=C2C(=NC=N1)N(N=C2C=2C(=C1CCN(C1=CC2)C(CC2=C(C=CC(=C2)C(F)(F)F)F)=O)F)CCO